OC1=C2C=CC(=NC2=CN=C1C(=O)NCC=1C=CC(=NC1)C(=O)O)N1CCOCC1 5-((5-hydroxy-2-morpholino-1,7-naphthyridine-6-carboxamido)methyl)picolinic acid